ClC1=CC=C(C=C1)C(CN1CCCCC1)NS(=O)(=O)C1=CC=C(C=C1)OC(F)(F)F N-(1-(4-chlorophenyl)-2-(piperidin-1-yl)ethyl)-4-(trifluoromethoxy)benzenesulfonamide